C(CC)C1=C(C(=CC=C1)CCC)O 2,6-di-n-propylphenol